2-(7-fluoro-1,1-dimethyl-3H-2-benzofuran-5-yl)-4,4,5,5-tetramethyl-1,3,2-dioxaborolane FC1=CC(=CC2=C1C(OC2)(C)C)B2OC(C(O2)(C)C)(C)C